5-((3-(5-(trifluoromethoxy)pyridin-2-yl)-1,2,4-oxadiazol-5-yl)amino)pyridinecarbonitrile FC(OC=1C=CC(=NC1)C1=NOC(=N1)NC=1C=CC(=NC1)C#N)(F)F